N-(5-(benzyloxy)-4-((2-(1,1-difluoroethyl)-6-methylpyrimidin-4-yl)amino)pyridin-2-yl)acetamide C(C1=CC=CC=C1)OC=1C(=CC(=NC1)NC(C)=O)NC1=NC(=NC(=C1)C)C(C)(F)F